C(C)(C)(C)OC(=O)N1CC2=CC(=C(C=C2CC1)OC)Br 7-bromo-6-methoxy-3,4-dihydroisoquinoline-2(1H)-carboxylic acid tert-butyl ester